bisdithiocarbamic acid sodium salt [Na+].C(N)([S-])=S.C(N)([S-])=S.[Na+]